ethyl 1-((2-(3-azabicyclo[3.1.0]hexan-3-yl)pyrimidin-5-yl)methyl)-1H-pyrazole-3-carboxylate C12CN(CC2C1)C1=NC=C(C=N1)CN1N=C(C=C1)C(=O)OCC